tert-butyl ((S)-1-((1r,4S)-4-methylcyclohexyl)-2-((5-(5-methylpyrimidin-4-yl)pyridin-2-yl)amino)-2-oxoethyl)carbamate CC1CCC(CC1)[C@@H](C(=O)NC1=NC=C(C=C1)C1=NC=NC=C1C)NC(OC(C)(C)C)=O